FC1(C(C2=C(C=CC(=C2C1)OC1=CC(=CC(=N1)C#N)C(F)(F)F)SC(F)(F)F)=O)F 6-((2,2-difluoro-1-oxo-7-(trifluoromethylthio)-2,3-dihydro-1H-inden-4-yl)oxy)-4-(trifluoromethyl)pyridinecarbonitrile